(6-(4-(dimethylamino)piperidin-1-yl)-5-methylpyridin-3-ylmethyl)-N2-(pentan-2-yl)imidazo[2,1-f][1,2,4]triazine-2,4-diamine CN(C1CCN(CC1)C1=C(C=C(C=N1)CC=1N=C2C(=NC(=NN2C1)NC(C)CCC)N)C)C